N-(2-methoxy-4-(1-methyl-1H-pyrazol-4-yl)phenyl)-8-morpholinopyrido[3,4-d]pyrimidin-2-amine COC1=C(C=CC(=C1)C=1C=NN(C1)C)NC=1N=CC2=C(N1)C(=NC=C2)N2CCOCC2